O=C1NC(CCC1N1C(C2=CC=C(C=C2C1=O)CN1CCN(CC1)C1CCN(CC1)C1=NC(=C(C(=O)N)C=C1)C1=CC=C(C=C1)OC1=CC=CC=C1)=O)=O 6-(4-(4-((2-(2,6-dioxopiperidin-3-yl)-1,3-dioxoisoindolin-5-yl)methyl)piperazine-1-yl)piperidin-1-yl)-2-(4-phenoxyphenyl)nicotinamide